C(C1=CC=CC=C1)SC1=C(C=C(C=C1F)Cl)C(C)=O 1-[2-(benzylsulfanyl)-5-chloro-3-fluorophenyl]ethanone